The molecule is a dTDP-D-fucose in which the anomeric centre of the fucose fragment has alpha-configuration. It derives from an alpha-D-fucose. It is a conjugate acid of a dTDP-alpha-D-fucose(2-). C[C@@H]1[C@@H]([C@@H]([C@H]([C@H](O1)OP(=O)(O)OP(=O)(O)OC[C@@H]2[C@H](C[C@@H](O2)N3C=C(C(=O)NC3=O)C)O)O)O)O